(2R,5S)-1-(1-(4-chloro-3-fluorophenyl)-4,4,4-trifluoro-3-methylbutyl)-2,5-dimethylpiperazine hydrochloride Cl.ClC1=C(C=C(C=C1)C(CC(C(F)(F)F)C)N1[C@@H](CN[C@H](C1)C)C)F